NC=1N=C2N(C=C(C=C2)C2=C(C(=CC=C2)F)C)C1C(=O)N(C)C1CC1 2-amino-N-cyclopropyl-6-(3-fluoro-2-methylphenyl)-N-methylimidazo[1,2-a]pyridine-3-carboxamide